7-(4-Methylpiperazin-1-yl)quinolin-2(1H)-one CN1CCN(CC1)C1=CC=C2C=CC(NC2=C1)=O